8-naphthalene-dimethanol C1(=CC=CC2=CC=CC(=C12)CO)CO